O1C(CC2=C1C=CC=C2)\C(\CNC(OC(C)(C)C)=O)=C/F (Z)-tert-butyl 2-(2,3-dihydrobenzofuran-2-yl)-3-fluoroallylcarbamate